methylethylacryloyloxyethyl-phosphorylcholine CC(C(OCC)=P(=O)CCOC(C=C)=O)[N+](C)(C)C